1,3-diethyl 2-{[(3-chloro-4-fluorophenyl)amino]methylidene}propanedioate ClC=1C=C(C=CC1F)NC=C(C(=O)OCC)C(=O)OCC